N[C@H](C(=O)O)CC1=CC(=C(C(=C1)Cl)OCC1=C(C=CC(=C1)OC)OCC1=CC(=CC=C1)Br)Cl (S)-2-amino-3-(4-((2-((3-bromobenzyl)oxy)-5-methoxybenzyl)oxy)-3,5-dichlorophenyl)propionic acid